2-[4-[3-(2,4-dioxohexahydropyrimidin-1-yl)-1-methyl-indazol-6-yl]-3,3-difluoro-1-piperidyl]acetic acid, trifluoroacetic acid salt FC(C(=O)O)(F)F.O=C1N(CCC(N1)=O)C1=NN(C2=CC(=CC=C12)C1C(CN(CC1)CC(=O)O)(F)F)C